rac-(7S)-7-tert-butyl-N-[rac-(1R)-3-(4-hydroxypiperidin-1-ium-1-yl)-1-[4-(6-oxo-1H-pyridin-3-yl)phenyl]propyl]-5,6,7,8-tetrahydrothiazolo[5,4-b]quinoline-2-carboxamide C(C)(C)(C)[C@@H]1CC=2C=C3C(=NC2CC1)SC(=N3)C(=O)N[C@H](CC[NH+]3CCC(CC3)O)C3=CC=C(C=C3)C3=CNC(C=C3)=O |r|